4-amino-N-((5-cyclopropyl-2-pyridinyl)methyl)-7-fluoro-3-methyl-N-(2-propanyl)-3H-pyrazolo[3,4-c]quinoline-8-carboxamide NC1=NC=2C=C(C(=CC2C2=C1N(N=C2)C)C(=O)N(C(C)C)CC2=NC=C(C=C2)C2CC2)F